C(=O)C=1NC2=CC(=CC=C2C1C(=O)OCC)OC ethyl 2-formyl-6-methoxy-1H-indole-3-carboxylate